2-(6-(4-((2-(2,6-dioxopiperidin-3-yl)-1-oxoisoindolin-5-yl)methyl)piperazine-1-yl)-1-oxoisoindolin-2-yl)-2-(5-fluoro-2-hydroxyphenyl)-N-(thiazol-2-yl)acetamide O=C1NC(CCC1N1C(C2=CC=C(C=C2C1)CN1CCN(CC1)C1=CC=C2CN(C(C2=C1)=O)C(C(=O)NC=1SC=CN1)C1=C(C=CC(=C1)F)O)=O)=O